C12(CCC(CC1)C2)N2N=C1N(C2=O)[C@@H](CC1)C1=CC=CC=C1 (5S)-2-(bicyclo[2.2.1]heptan-1-yl)-5-phenyl-2,5,6,7-tetrahydro-3H-pyrrolo[2,1-c][1,2,4]triazol-3-one